5-(cyclobutylmethyl)-2-[(4-phenylphenyl)methylamino]-4H-[1,2,4]triazolo[1,5-a]pyrimidin-7-one C1(CCC1)CC=1NC=2N(C(C1)=O)N=C(N2)NCC2=CC=C(C=C2)C2=CC=CC=C2